1-(1,3-bis(oleoyloxy) propan-2-yl) 10-(4-formyl-2,6-dimethoxyphenyl) 3,8-dimethylsebacate CC(CC(=O)OC(COC(CCCCCCC\C=C/CCCCCCCC)=O)COC(CCCCCCC\C=C/CCCCCCCC)=O)CCCCC(CC(=O)OC1=C(C=C(C=C1OC)C=O)OC)C